C(C)(C)(C)OC([C@@H](COC1=CC=C(C=C1)Br)O)=O (R)-3-(4-bromophenoxy)-2-hydroxy-propionic acid tert-butyl ester